lauroyl-(lauroyl) chloride C(CCCCCCCCCCC)(=O)CCCCCCCCCCCC(=O)Cl